hexadecane-1-yl eleostearate C(CCCCCCCC=CC=CC=CCCCC)(=O)OCCCCCCCCCCCCCCCC